Cl.COC(=O)C1OCC(C1)NCC1=CC=CC=C1 4-(benzylamino)tetrahydrofuran-2-carboxylic acid methyl ester hydrochloride